CC1=NC=CC(=C1)C1=C(C=C2C=NN(C2=C1)C1CCOCC1)N 6-(2-methyl-4-pyridyl)-1-tetrahydropyran-4-yl-indazol-5-amine